(S)-2-((((9H-fluoren-9-yl)methoxy)carbonyl)amino)-4-(3-((tert-butoxycarbonyl)amino)phenyl)butanoic acid C1=CC=CC=2C3=CC=CC=C3C(C12)COC(=O)N[C@H](C(=O)O)CCC1=CC(=CC=C1)NC(=O)OC(C)(C)C